C(C)OC(=O)C=1N(C2=CC=C(C=C2C1)[C@@H]1CC(OCC1)(C)C)[C@@]1([C@H](C1)C)C1=NOC(N1)=C=O 5-((S)-2,2-dimethyltetrahydro-2H-pyran-4-yl)-1-((1S,2S)-2-methyl-1-(5-carbonyl-4,5-dihydro-1,2,4-oxadiazol-3-yl)cyclopropyl)-1H-indole-2-carboxylic acid ethyl ester